Dinatrium tartrat C(=O)([O-])C(O)C(O)C(=O)[O-].[Na+].[Na+]